1-(4-(benzylamino)phenyl)-2,2-difluoroethane-1-ol C(C1=CC=CC=C1)NC1=CC=C(C=C1)C(C(F)F)O